COC1=CC=C(CN(C=2C3=C(N=C(N2)OCCCC)C(=CC(N3)=O)CC3=CC=C(C=C3)CN3CCCC3)CC3=CC=C(C=C3)OC)C=C1 4-(bis(4-methoxybenzyl)amino)-2-butoxy-8-(4-(pyrrolidin-1-ylmethyl)benzyl)pyrido[3,2-d]pyrimidin-6(5H)-one